C[C@H]1N(CCOC1)C1=CC(NC(=C1)N1C(CCC1)C1=NC=CC=C1)=O 4-[(3R)-3-methylmorpholin-4-yl]-6-[2-(2-pyridinyl)pyrrolidin-1-yl]-1H-pyridin-2-one